1-(4-(4-bromo-5-fluoro-2-methylbenzoyl)piperazin-1-yl)-2-methylpropan-1-one BrC1=CC(=C(C(=O)N2CCN(CC2)C(C(C)C)=O)C=C1F)C